Fmoc-beta-homoproline C(=O)(OCC1C2=CC=CC=C2C2=CC=CC=C12)N1[C@@H](CCC1)CC(=O)O